ClC1=C(C=C(C=C1)OC(NN(C)C)=S)C#N dimethyl-aminothiocarbamic acid O-(4-chloro-3-cyanophenyl) ester